1-Methyl-N-(4-(3-(piperidine-1-carbonyl)pyrazolo[1,5-a]Pyridin-7-yl)phenyl)piperidine-4-carboxamide CN1CCC(CC1)C(=O)NC1=CC=C(C=C1)C1=CC=CC=2N1N=CC2C(=O)N2CCCCC2